C([SiH3])P beta-silaethylphosphine